COC1=NC(=C(C=C1Cl)Cl)Cl 2-methoxy-3,5,6-trichloropyridine